FC=1C=C(C=C(C1F)OC)N1N=C2N(C1=O)[C@@H](CC2)C2=CC=CC=C2 (5S)-2-(3,4-difluoro-5-methoxyphenyl)-5-phenyl-2,5,6,7-tetrahydro-3H-pyrrolo[2,1-c][1,2,4]triazol-3-one